(pyrrolidinyl)chloroborane N1(CCCC1)BCl